ClC1=CC(=C(COC2=C(SC=C2)C(=O)NC=2C=NC=CC2)C=C1)OCCCCCC 3-(4-chloro-2-hexyloxybenzyloxy)-N-(pyridin-3-yl)thiophene-2-carboxamide